N-[4-(1-[5-[6-(trifluoromethyl)pyrazin-2-yl]pyridine-2-carbonyl]pyrrolidin-2-yl)pyrimidin-2-yl]cyclopropanesulfonamide FC(C1=CN=CC(=N1)C=1C=CC(=NC1)C(=O)N1C(CCC1)C1=NC(=NC=C1)NS(=O)(=O)C1CC1)(F)F